2-amino-3-(trifluoromethyl)pyridine-4-thiol NC1=NC=CC(=C1C(F)(F)F)S